NC=1N=C(C2=CC=CC=C2C1F)C1=C(C=C2C(=NC(=NC2=C1F)OC[C@H]1N(CCC1)C)N1[C@H](CN(CC1)C(C=C)=O)C)Cl 1-((S)-4-((S)-7-(3-amino-4-fluoroisoquinolin-1-yl)-6-chloro-8-fluoro-2-(((S)-1-methylpyrrolidin-2-yl)methoxy)quinazolin-4-yl)-3-methylpiperazin-1-yl)prop-2-en-1-one